1-(5-((2R,4S)-2-(2,5-difluorophenyl)-4-hydroxypyrrolidin-1-yl)pyrazolo[1,5-a]pyrimidin-3-yl)-3-((1S,2R)-2-fluorocyclopropyl)urea FC1=C(C=C(C=C1)F)[C@@H]1N(C[C@H](C1)O)C1=NC=2N(C=C1)N=CC2NC(=O)N[C@@H]2[C@@H](C2)F